(S)-N-(3-(3,4-dihydroisoquinolin-2(1H)-yl)-2-hydroxypropyl)-2-(4-methoxybenzoyl)-1,2,3,4-tetrahydroisoquinoline-6-carboxamide C1N(CCC2=CC=CC=C12)C[C@H](CNC(=O)C=1C=C2CCN(CC2=CC1)C(C1=CC=C(C=C1)OC)=O)O